(3R)-3-(2-{(S)-[(3-ethylisoxazole-4-carbonyl)amino](4-methylcyclohexyl)-methyl}-4-fluoro-1H-benzimidazol-5-yl)morpholine-4-carboxylic acid tert-butyl ester C(C)(C)(C)OC(=O)N1[C@@H](COCC1)C1=C(C2=C(NC(=N2)[C@H](C2CCC(CC2)C)NC(=O)C=2C(=NOC2)CC)C=C1)F